COCCC[SiH2]CCNC(=O)N N-(3-methoxypropylsilylethyl)urea